2-(p-methylphenyl)quinazoline octamethylenebistrimellitate C(C=1C(C(=O)O)=C(C(C(=O)O)=CC1)CCCCCCCCC1=C(C(C(=O)O)=CC=C1C(=O)O)C(=O)O)(=O)O.CC1=CC=C(C=C1)C1=NC2=CC=CC=C2C=N1